1,4-dimethylpyrazine CN1C=CN(C=C1)C